OC1=CC=C(C=C1)C(C(=O)N)C 4-hydroxy-phenyl-propionamide